2-((1S,2S)-1-(2-cyanophenyl)-1-(oxazol-4-yl)propan-2-yl)-5-hydroxy-N-(isoxazol-4-yl)-1-methyl-6-oxo-1,6-dihydropyrimidine-4-carboxamide C(#N)C1=C(C=CC=C1)[C@H]([C@H](C)C=1N(C(C(=C(N1)C(=O)NC=1C=NOC1)O)=O)C)C=1N=COC1